2-(5-(2-(difluoromethyl)-3-ethoxy-4-methoxyphenyl)pyridin-3-yl)prop-2-en-1-ol FC(C1=C(C=CC(=C1OCC)OC)C=1C=C(C=NC1)C(CO)=C)F